4-(4-amino-5-methoxy-2-(1-methyl-1H-pyrazol-4-yl)phenyl)piperazine NC1=CC(=C(C=C1OC)N1CCNCC1)C=1C=NN(C1)C